3-iodo-6,7-dimethoxy-2-phenylquinolin-4(1H)-one IC1=C(NC2=CC(=C(C=C2C1=O)OC)OC)C1=CC=CC=C1